N-(4-((2-(2,6-dioxopiperidin-3-yl)-1-oxoisoindolin-4-yl)(pentyl)amino)butyl)acetamide O=C1NC(CCC1N1C(C2=CC=CC(=C2C1)N(CCCCNC(C)=O)CCCCC)=O)=O